2-(3-(trifluoromethoxy)phenyl)cyclohexanone FC(OC=1C=C(C=CC1)C1C(CCCC1)=O)(F)F